2-(3-((tert-butyldimethylsilyl)oxy)-4-(1,3-dioxolan-2-yl)phenyl)ethan-1-amine [Si](C)(C)(C(C)(C)C)OC=1C=C(C=CC1C1OCCO1)CCN